1-(4-((tert-butyldimethylsilyl)oxy)butyl)-2-ethyl-1H-imidazo[4,5-c]Quinolin-4-amine [Si](C)(C)(C(C)(C)C)OCCCCN1C(=NC=2C(=NC=3C=CC=CC3C21)N)CC